C1(CCC1)C1=CC(=C(C(=O)N2CCC(CC2)C2=C(C#N)C=CC=C2)C=C1C=1NC(=C(N1)C)C)C (1-(4-cyclobutyl-5-(4,5-dimethyl-1H-imidazol-2-yl)-2-methylbenzoyl)piperidin-4-yl)benzonitrile